ClC=1C=C(C=C(C1)C1=CC=CC2=CC=CC=C12)C=1C2=CC=CC=C2C=2C=CC=CC2C1 9-(3-chloro-5-(naphthalen-1-yl)phenyl)phenanthrene